C(C)C=1C=C(C=C2C=NC(=NC12)F)B1OC(C(O1)(C)C)(C)C 8-Ethyl-2-fluoro-6-(4,4,5,5-tetramethyl-1,3,2-dioxaborolan-2-yl)quinazoline